methyl 2-[(6-chloro-2-methoxy-3-pyridyl)methyl]-3-(2-methoxyethyl)benzimidazole-5-carboxylate ClC1=CC=C(C(=N1)OC)CC=1N(C2=C(N1)C=CC(=C2)C(=O)OC)CCOC